4-amino-5-[4-(4-aminopiperidin-1-yl)-3-(3-fluoro-5-methylphenyl)quinolin-6-yl]pyridine-3-carbonitrile NC1=C(C=NC=C1C=1C=C2C(=C(C=NC2=CC1)C1=CC(=CC(=C1)C)F)N1CCC(CC1)N)C#N